NC[C@H]1C(N[C@H](C(NCCN([C@H](C(N([C@H](C(N[C@H](C(N1)=O)C1CCCCCC1)=O)CC(C)C)C)=O)C)CCCCCC)=O)[C@H](C)O)=O (3S,6S,9S,12S,15S)-6-(aminomethyl)-9-cycloheptyl-16-hexyl-3-((S)-1-hydroxyethyl)-12-isobutyl-13,15-dimethyl-1,4,7,10,13,16-hexaazacyclooctadecane-2,5,8,11,14-pentaone